C(=O)(O)CN1CCCN(CCCN(CCC1)CC(=O)O)CC1=[N+](C=CC2=CC=CC=C12)[O-] 1-((5,9-Bis(carboxymethyl)-1,5,9-triazacyclododecan-1-yl)methyl)isochinolin-2-oxid